CC1=CC=C(C=C1)S(=O)(=O)OCCOCCOCCOCCOCCO 2-[2-[2-[2-(2-hydroxyethoxy)ethoxy]ethoxy]ethoxy]ethyl 4-methylbenzenesulfonate